Diphenylphosphoryl azide C1=CC=C(C=C1)OP(=O)(N=[N+]=[N-])OC2=CC=CC=C2